BrC1=NO[C@H](C1)C1CCN(CC1)CC1=CC=C(C=C1)C1=CC=CC=C1 (5R)-3-bromo-5-[1-[(4-phenylphenyl)methyl]-4-piperidyl]-4,5-dihydroisoxazole